C(CCCCCCCC)CCCCCCCCCCCCC=CCC=CCCCCC nonyldocosa-13,16-dien